C(C=C)(=O)O r-acrylic acid